C1(=CC=CC=C1)S(=O)(=O)CC1CCC2(OCCO2)CC1 8-((phenylsulfonyl)methyl)-1,4-dioxaspiro[4.5]decane